2-(Acryloyloxy)ethyl 2-hydroxyethylphthalat OCCC1=C(C(C(=O)OCCOC(C=C)=O)=CC=C1)C(=O)[O-]